2-amyl-10-anthrone C(CCCC)C1=CC=2CC3=CC=CC=C3C(C2C=C1)=O